1-[(Z)-2,6-dimethylmorpholinamido](2E,4E,6E,8E,10E,12E,14E,16Z,18E)-4,8,13,17-tetramethyleicosane CC1CN(CC(O1)C)C(=O)NCCCC(CCCC(CCCCC(CCCC(CCC)C)C)C)C